hexanoic acid methyl ester trifluoroacetate FC(C(=O)O)(F)F.COC(CCCCC)=O